(2,6-difluorophenyl)-4-((1-((1-methylazetidin-3-yl)methyl)-1H-pyrazol-4-yl)amino)pyridazine-3-carboxamide FC1=C(C(=CC=C1)F)C=1C(=C(N=NC1)C(=O)N)NC=1C=NN(C1)CC1CN(C1)C